[N+](=O)([O-])C1=CC=C(C=C1)S(=O)(=O)N([C@H](CC(C)C)C(=O)OC)CC=1C=NC=CC1 methyl N-((4-nitrophenyl)sulfonyl)-N-(pyridin-3-ylmethyl)-D-leucinate